C(#N)C=1C(=C(C=C(C1)C1=CC=2C3=C(C=NC2C=C1)N(C(C31CCC1)=O)C)NS(=O)(=O)C)OCCCN(C)C N-(3-cyano-2-(3-(Dimethylamino)propoxy)-5-(3'-methyl-2'-oxo-2',3'-dihydrospiro[cyclobutane-1,1'-pyrrolo[2,3-c]quinolin]-8'-yl)phenyl)methanesulfonamide